OC12CC3(CC(CC(C1)C3)(C2)C(=O)OC)C(=O)OC 1,3-dimethyl 5-hydroxyadamantane-1,3-dicarboxylate